1-(4-bromo-2-methylphenyl)thiourea BrC1=CC(=C(C=C1)NC(=S)N)C